1,8-bis[4-(o-propenylphenoxy)phenyl]Menthane rac-tert-butyl-3-hydroxy-4-(pyridin-4-yl)pyrrolidine-1-carboxylate C(C)(C)(C)OC(=O)N1CC(C(C1)C1=CC=NC=C1)O.C(=CC)C1=C(OC2=CC=C(C=C2)C2(CCC(CC2)C(C)(C)C2=CC=C(C=C2)OC2=C(C=CC=C2)C=CC)C)C=CC=C1